N[C@@H](CC(=O)OC)C(=O)OCN1N=CC(=C1)C=1SC=C(N1)C(NC=1C(=NN(C1)C1CCC(CC1)OCC)C1=NC(=CC=C1F)F)=O 1-((4-(4-((3-(3,6-difluoropyridin-2-yl)-1-((1r,4r)-4-ethoxycyclohexyl)-1H-pyrazol-4-yl)carbamoyl)thiazol-2-yl)-1H-pyrazol-1-yl)methyl) 4-methyl aspartate